5-(2-bromoethoxy)-2-(3-thietanyl)-7-(trifluoromethyl)-1H-1,3-benzimidazole BrCCOC1=CC2=C(NC(=N2)C2CSC2)C(=C1)C(F)(F)F